ClC=1C=2CCCCC2N=C2C=CC=CC12 9-chloro-5,6,7,8-tetrahydroacridine